3-{4-[(5-cyclopropyl-1H-pyrazol-1-yl)methyl]phenyl}-5-(trifluoromethyl)-4,5-dihydro-1,2-oxazol-5-ol C1(CC1)C1=CC=NN1CC1=CC=C(C=C1)C1=NOC(C1)(O)C(F)(F)F